4-Chloro-N-((R)-4-morpholin-2-yl-phenyl)-benzamid ClC1=CC=C(C(=O)NC2=CC=C(C=C2)[C@@H]2CNCCO2)C=C1